N-methoxy-N-methyl-3-(trifluoromethyl)bicyclo-[1.1.1]pentane-1-carboxamide CON(C(=O)C12CC(C1)(C2)C(F)(F)F)C